4-(4-bromo-2,6-difluorophenyl)butanoic acid BrC1=CC(=C(C(=C1)F)CCCC(=O)O)F